P(OCCCCCCCCCCCCCC)(OCCCCCCCCCCCCCC)(OCCCCCCCCCCCCCC)=S tri(tetradecyl) phosphorothioate